CC=1C=CC=C2C(NC(NC12)=O)=O 8-methylquinazoline-2,4(1H,3H)-dione